BrC=1C=C(C(=NC1)C=1N(C=C(N1)C(F)(F)F)CC)F 5-bromo-2-[1-ethyl-4-(trifluoromethyl)imidazol-2-yl]-3-fluoro-pyridine